N-(2-((1-(4-amino-2-(ethoxymethyl)-1H-imidazo[4,5-c]quinolin-1-yl)-2-methylpropan-2-yl)oxy)ethyl)-6-(2,5-dioxo-2,5-dihydro-1H-pyrrol-1-yl)hexanamide NC1=NC=2C=CC=CC2C2=C1N=C(N2CC(C)(C)OCCNC(CCCCCN2C(C=CC2=O)=O)=O)COCC